N-[2-(1,3-benzodioxol-5-yl)ethyl]-2-[1-[(4-methylphenyl)methyl]-5-oxopyrrolidin-2-yl]acetamide O1COC2=C1C=CC(=C2)CCNC(CC2N(C(CC2)=O)CC2=CC=C(C=C2)C)=O